C1N(CCC2=CC=CC=C12)[C@H]1[C@@H](CN(CC1)C(=O)C1=CC(=NC(=N1)OC(CC)CC)NC1N(CCCC1)C(=O)[O-])O ((6-((3R,4R)-4-(3,4-dihydroisoquinolin-2(1H)-yl)-3-hydroxypiperidine-1-carbonyl)-2-(Pentan-3-oxy)pyrimidin-4-yl)amino)piperidine-1-carboxylate